CC(=O)OC(/C=C/COC)OC The molecule is an olefinic compound that is but-2-en-1-yl acetate substituted by methoxy groups at positions 1 and 4 respectively. It has a role as a metabolite. It is an acetate ester, an ether and an olefinic compound.